3-((2-hydroxyethyl-2,2-d2)thio)-4-(methyl-d3)benzoic acid OC(CSC=1C=C(C(=O)O)C=CC1C([2H])([2H])[2H])([2H])[2H]